bis(1,3-dimethyl-3-(2,3-dimethylbutan-2-yl)cyclopentyl)zirconium dichloride [Cl-].[Cl-].CC1(CC(CC1)(C(C)(C(C)C)C)C)[Zr+2]C1(CC(CC1)(C)C(C)(C(C)C)C)C